1-((2S,4S)-4-(4-amino-3-((6-chloro-1-methyl-1H-benzo[d]imidazol-5-yl)ethynyl)-1H-pyrazolo[4,3-c]pyridin-1-yl)-2-methylpyrrolidin-1-yl)prop-2-en-1-one NC1=NC=CC2=C1C(=NN2[C@H]2C[C@@H](N(C2)C(C=C)=O)C)C#CC2=CC1=C(N(C=N1)C)C=C2Cl